1-(1Z-octadecenyl)-2-(11Z-eicosenoyl)-glycero-3-phospho-(1'-sn-glycerol) CCCCCCCCCCCCCCCC/C=C\OC[C@H](COP(=O)(O)OC[C@H](CO)O)OC(=O)CCCCCCCCC/C=C\CCCCCCCC